SC(C)(C)C(C)(C)O thiopinacol